CN(C1=CC=C(C=C1)/C=C/C(=O)C1=C(C=C(C=C1)F)O)C (E)-3-(4'-dimethylaminophenyl)-1-(4'-fluoro-2'-hydroxyphenyl)-2-propen-1-one